Indolo[3,2,1-kl]phenothiazine C1=CC=CC2=C1N1C3=C2C=CC=C3SC=3C=CC=CC13